OCC1=CC=CC2=CC3=CC=CC(=C3C=C12)CO 1,8-dihydroxymethyl-anthracene